(R)-3-((1-aminobutan-2-yl)oxy)-2-naphthoate hydrochloride Cl.NC[C@@H](CC)OC=1C(=CC2=CC=CC=C2C1)C(=O)O